(3S)-3-[4-(4-piperidyl)anilino]piperidine-2,6-dione N1CCC(CC1)C1=CC=C(N[C@@H]2C(NC(CC2)=O)=O)C=C1